Cl.F[C@@H]1CN(CC1)C1=CC=C(C=N1)C=1C=C2N(N1)C(N(C2)C=2C=NC=CC2)=O (S)-2-(6-(3-fluoropyrrolidin-1-yl)pyridin-3-yl)-5-(pyridin-3-yl)-4H-imidazo[1,5-b]pyrazol-6(5H)-one hydrochloride